C(C)(=O)N1C(CN(CC1)C(C=C)=O)C1=CC(=NC(=C1)Cl)C1=CC(=NC(=N1)C)C(=O)NC 6-(4-(1-acetyl-4-acryloylpiperazin-2-yl)-6-chloropyridin-2-yl)-N,2-dimethylpyrimidine-4-carboxamide